(ADAMANTAN-1-YL)-2-((6-(3,3-DIFLUOROCYCLOBUTOXY)-2-(METHYLTHIO)PYRIMIDIN-4-YL)OXY)ACETAMIDE C12(CC3CC(CC(C1)C3)C2)C(C(=O)N)OC2=NC(=NC(=C2)OC2CC(C2)(F)F)SC